COC=1C=C(C=C(C1OC)OC)CC(=O)O 2-(3,4,5-trimethoxyphenyl)acetic acid